COC1=C(C=CC=C1[N+](=O)[O-])[N+](=O)[O-] 2-methoxy-1,3-dinitrobenzene